endo-9-(hydroxymethyl)bicyclo[6.1.0]non-4-yne OCC1C2CCC#CCCC12